6-[(6-acetyl-2-pyridyl)oxy]-2-(3,4-dichlorophenyl)-1-ethyl-4-oxo-pyridine-3-carboxylic acid C(C)(=O)C1=CC=CC(=N1)OC1=CC(C(=C(N1CC)C1=CC(=C(C=C1)Cl)Cl)C(=O)O)=O